N1(CCCC1)CC1=CC=C(C=C1)CN 1-(4-((pyrrolidin-1-yl)methyl)phenyl)methylamine